diphenyl-n-butylphosphine oxide C1(=CC=CC=C1)P(CCCC)(C1=CC=CC=C1)=O